(S)-5-(Azetidin-2-ylmethoxy)-2-methyl-N-(1-(2-methyl-7-(3,3,3-trifluoropropyl)quinolin-5-yl)cyclopropyl)benzamide N1[C@@H](CC1)COC=1C=CC(=C(C(=O)NC2(CC2)C2=C3C=CC(=NC3=CC(=C2)CCC(F)(F)F)C)C1)C